C(C)OC(=O)C=1N=C2N(C=CC(=C2)C2(CC2)C#N)C1 7-(1-Cyanocyclopropyl)imidazo[1,2-a]pyridine-2-carboxylic acid ethyl ester